((pyrimidin-2-ylmethyl)sulfonyl)benzo[d]thiazole N1=C(N=CC=C1)CS(=O)(=O)C=1SC2=C(N1)C=CC=C2